2-(3,5-bis-trifluoromethyl-phenyl)-N-[1-dimethylsulfamoyl-4-(4-fluoro-2-methyl-phenyl)-1H-pyrazolo[3,4-b]-pyridin-5-yl]-N-methyl-isobutyramide FC(C=1C=C(C=C(C1)C(F)(F)F)C(C(=O)N(C)C=1C(=C2C(=NC1)N(N=C2)S(N(C)C)(=O)=O)C2=C(C=C(C=C2)F)C)(C)C)(F)F